benzyl 4-[3-(tert-butoxycarbonylamino)pyrrolidine-1-carbonyl]piperazine-1-carboxylate C(C)(C)(C)OC(=O)NC1CN(CC1)C(=O)N1CCN(CC1)C(=O)OCC1=CC=CC=C1